6-propylamino-pyrazolo[1,5-a]pyridine-3-carbonitrile C(CC)NC=1C=CC=2N(C1)N=CC2C#N